7-(1,1-difluoro-2-methylpropan-2-yl)-5-iodo-7H-pyrrolo[2,3-d]pyrimidin-4-amine FC(C(C)(C)N1C=C(C2=C1N=CN=C2N)I)F